(E)-N'-(3-trifluoromethylphenyl)urea FC(C=1C=C(C=CC1)NC(N)=O)(F)F